4-amino-6-chloro-1,3-benzenediol NC1=C(C=C(C(=C1)Cl)O)O